C(C)(C)(C)OC(=O)N1CCC(CC1)CN1CCN(CC1)C1=NC=C(C=C1)C1C(NC(CC1)=O)=O 4-((4-(5-(2,6-dioxopiperidin-3-yl)pyridin-2-yl)piperazin-1-yl)methyl)piperidine-1-carboxylic acid tert-butyl ester